C1(=CC=CC=C1)C(C#C)(O)C1=CC=CC=C1 1,1-diphenylprop-2-yn-1-ol